N[C@@H](CO)C(=O)[NH-] serylamide